(2-methyl-5-phenylthiazol-4-yl)methanone CC=1SC(=C(N1)C=O)C1=CC=CC=C1